B(O)(O)O.ClC1=CC=C(C=C1)[K] p-chlorophenyl-potassium borate